ClC1=C(C=C(C=C1)C1=CC(=CC=C1)COC=1C=C2CN(C(C2=CC1)=O)C1CC(CC1)O)C(=O)O 4-Chloro-3'-(((2-(3-hydroxycyclopentyl)-1-oxoisoindolin-5-yl)oxy)methyl)-[1,1'-biphenyl]-3-carboxylic acid